ergosta-7,22-dien-3β-ol CC(C)[C@@H](C)C=C[C@@H](C)[C@H]1CC[C@H]2C3=CCC4C[C@H](CC[C@]4(C)[C@H]3CC[C@]12C)O